4-(5-(1-(but-2-ynyl)pyrrolidin-2-yl)pyrrolo[1,2-c]pyrimidin-7-yl)-3-chloro-N-(4-cyanopyridin-2-yl)benzamide C(C#CC)N1C(CCC1)C=1C=C(N2C=NC=CC21)C2=C(C=C(C(=O)NC1=NC=CC(=C1)C#N)C=C2)Cl